OC1=CC=C(C(=O)OC2=CC=C(C=C2)C(C)(C)C2=CC=C(C=C2)OC(C2=CC=C(C=C2)O)=O)C=C1 propane-2,2-diylbis(4,1-phenylene) bis(4-hydroxybenzoate)